C(C)(C)(C)C=1C=C(N)C=C(C1)OC1=CC=2N(C3=CC=CC=C3C2C=C1)C1=NC=CC=C1 3-(tert-butyl)-5-((9-(pyridin-2-yl)-9H-carbazol-2-yl)oxy)aniline